C1C=CC2=CC=CC=C12.[C] carbon indene